COC1=CC=C(C=C1)CSC1=NC=2N(C(N1)=O)N=C(C2C2=CC(=C(C(=C2)F)F)F)C2=NC=CC=N2 2-{[(4-methoxyphenyl)methyl]sulfanyl}-7-(pyrimidin-2-yl)-8-(3,4,5-trifluorophenyl)-3H-pyrazolo[1,5-a][1,3,5]triazin-4-one